COC1=CC=C(C=N1)C=1C=C2C(=C(N=C(C2=CC1)C)C(=O)OC)C methyl 6-(6-methoxypyridin-3-yl)-1,4-dimethylisoquinoline-3-carboxylate